BrC1=CC(=CC=2N(C(=NC21)CCl)C[C@H]2OCC2)C(=O)OC Methyl (S)-4-bromo-2-(chloromethyl)-1-(oxetan-2-ylmethyl)-1H-benzo[d]imidazole-6-carboxylate